C(C)N(C1=NC(=CC2=CC=NC=C12)C(=O)NC1=CC=C(C(=O)O)C=C1)C(C)C 4-(1-(ethyl-(isopropyl)amino)-2,7-naphthyridine-3-amido)benzoic acid